ClC1=C(C(=CC=C1)Cl)N1N=C2N=C(NC(C2=C1)=O)N1CCCC1 2-(2,6-dichlorophenyl)-6-(pyrrolidin-1-yl)-2,5-dihydro-4H-pyrazolo[3,4-d]pyrimidin-4-one